2,3-DIHYDRO-2-OXO-4-PYRIDINECARBOXYLIC ACID O=C1N=CC=C(C1)C(=O)O